2-Methyl-2-azaspiro[3.3]heptan-6-yl (7-fluoro-6-(4-methyl-5,6,7,8-tetrahydro-1,5-naphthyridin-3-yl)isoquinolin-3-yl)carbamate FC1=C(C=C2C=C(N=CC2=C1)NC(OC1CC2(CN(C2)C)C1)=O)C=1C=NC=2CCCNC2C1C